rac-N,N-dimethyl-4-(5-(piperidin-1-ylmethyl)-5,6-dihydro-1,4,2-dioxazin-3-yl)bicyclo[2.2.2]octan-1-amine CN(C12CCC(CC1)(CC2)C2=NOC[C@H](O2)CN2CCCCC2)C |r|